CN1N=NC2=C1C=CC(=C2C)[C@H](CC(=O)OC(C)(C)C)C=2C=C1CCCC1=C(C2)CO[Si](C(C)C)(C(C)C)C(C)C tert-Butyl (3R)-3-(1,4-dimethyl-1H-benzotriazol-5-yl)-3-[7-({[tri(propan-2-yl)silyl]oxy}methyl)-2,3-dihydro-1H-inden-5-yl]propanoate